4-methoxy-4-Oxobutyrate hydrochloride Cl.COC(CCC(=O)O)=O